C(CCCCCCCCCCC)OS(=O)(=O)[O-].[K+] Kalium dodecylsulfat